2-(2-hydroxyphenyl)-4H-benzo[e][1,3]oxazin-4-one OC1=C(C=CC=C1)C=1OC2=C(C(N1)=O)C=CC=C2